(3R)-N-[1-(fluoromethyl)cyclopropyl]-1-{6-[2-(methoxymethoxy)-4-(6-methoxypyridazin-4-yl)phenyl]pyridazin-3-yl}pyrrolidin-3-amine FCC1(CC1)N[C@H]1CN(CC1)C=1N=NC(=CC1)C1=C(C=C(C=C1)C1=CN=NC(=C1)OC)OCOC